ethyl 2-(difluoromethyl)-5-((2-methoxypyridin-3-yl)methoxy)benzofuran-3-carboxylate FC(C=1OC2=C(C1C(=O)OCC)C=C(C=C2)OCC=2C(=NC=CC2)OC)F